1,2,3,4-tetrakis(2-cyanoethoxy)butane C(#N)CCOCC(C(COCCC#N)OCCC#N)OCCC#N